Cl.Cl.C1(=CC=CC=C1)[C@H](CC1=NC=CC=C1)N (1S)-1-phenyl-2-pyridin-2-ylethanamine dihydrochloride salt